decanoic acid calcium [Ca].C(CCCCCCCCC)(=O)O